C(#N)C=1C=NN(C1)C1N=C(OC1)C1=CC=CC=C1 4-(4-cyano-1H-pyrazol-1-yl)-2-phenyl-4,5-dihydro-oxazole